2-[(6-chloro-3-morpholinosulfonyl-4-quinolyl)amino]-5-(2,2,2-trifluoro-1-hydroxy-ethyl)benzoic acid ClC=1C=C2C(=C(C=NC2=CC1)S(=O)(=O)N1CCOCC1)NC1=C(C(=O)O)C=C(C=C1)C(C(F)(F)F)O